CNC(NCCC[C@H](N)C(=O)O)=N Nω-Methylarginine